C(CCC)NC(=S)NCCCC 1,3-di-N-butyl-2-thiourea